methyl 4-bromo-5-methyl-1H-pyrazole-3-carboxylate BrC=1C(=NNC1C)C(=O)OC